(RS)-3-[4-(3-Phenyl-ureido)-phenyl]-pyrrolidine C1(=CC=CC=C1)NC(NC1=CC=C(C=C1)[C@@H]1CNCC1)=O |r|